NC(CCC(=O)N1CCC(CC1)C1=NN(C=2C=CC=C(C12)C1=CC=C2C=NN(C2=C1)C)CC(=O)NCC(=O)NCC(=O)OC(C)(C)C)=O tert-butyl (2-(3-(1-(4-amino-4-oxobutanoyl)piperidin-4-yl)-1'-methyl-1H,1'H-[4,6'-biindazol]-1-yl)acetyl)glycylglycinate